methylparaben, sodium salt [Na].COC(=O)C1=CC=C(O)C=C1